1-(4-(3-(2,6-dichlorophenyl)-3-fluoroazetidin-1-yl)benzyl)-piperidine-4-carboxylic acid ClC1=C(C(=CC=C1)Cl)C1(CN(C1)C1=CC=C(CN2CCC(CC2)C(=O)O)C=C1)F